C1(CC1)C=1N=C(C(=NC1C1=CC=CC=2N(C=NC21)C)C(=O)N)NC=2C=NN(C2C)C2CCN(CC2)C 5-Cyclopropyl-6-(1-methylbenzimidazol-4-yl)-3-[[5-methyl-1-(1-methyl-4-piperidyl)pyrazol-4-yl]amino]pyrazine-2-carboxamide